4-(3-butenoyl)phenylacetic acid C(CC=C)(=O)C1=CC=C(C=C1)CC(=O)O